O1C(=CC2=C1C=CC=C2)C(C(C2=CC(=CC=C2)F)C=2C(=NC1=CC=C(C=C1C2)Br)OC)(CCN(C)C)O 2-(benzofuran-2-yl)-1-(6-bromo-2-methoxyquinolin-3-yl)-4-(dimethylamino)-1-(3-fluorophenyl)butan-2-ol